NCC=1C2=C(C(NN1)=O)C(=NC(=C2)C=2C=NN(C2C2=C(C#N)C(=CC(=C2F)Cl)OC2CC2)C)OC([2H])([2H])[2H] (4-(1-(aminomethyl)-5-(methoxy-d3)-4-oxo-3,4-dihydropyrido[3,4-d]pyridazin-7-yl)-1-methyl-1H-pyrazol-5-yl)-4-chloro-6-cyclopropyloxy-3-fluorobenzonitrile